trifluoromethyl diethylenetriamine 4-(((6-(((4-acetoxybutyl)(methoxy)phosphoryl)oxy)-3'-methyl-4-pentyl-[1,1'-biphenyl]-2-yl)oxy)(methoxy)phosphoryl)butyl acetate C(C)(=O)OCCCCP(=O)(OC)OC1=C(C(=CC(=C1)CCCCC)OP(=O)(OC)CCCCOC(C)=O)C1=CC(=CC=C1)C.FC(F)(F)NCCNCCN